N-((3-nitro-4-(((3,4,5-trihydroxy-6-(methylthio)tetrahydro-2H-pyran-2-yl)methyl)amino)phenyl)sulfonyl)benzamide [N+](=O)([O-])C=1C=C(C=CC1NCC1OC(C(C(C1O)O)O)SC)S(=O)(=O)NC(C1=CC=CC=C1)=O